C(C)(=O)C1=NN(C2=C(C=C(C=C12)C=1C=NC(=[N+](C1)[O-])C)C)CC(=O)N1[C@@H]2C[C@@]2(C[C@H]1C(NC1=NC(=CC=C1C)Br)=O)C 5-(3-acetyl-1-(2-((1R,3S,5R)-3-((6-bromo-3-methylpyridin-2-yl)carbamoyl)-5-methyl-2-azabicyclo[3.1.0]hexan-2-yl)-2-oxoethyl)-7-methyl-1H-indazol-5-yl)-2-methylpyrimidine-1-oxide